4-chloro-2-hydroxy-6-((4-hydroxy-1-(4-hydroxyphenyl)-3-oxo-butan-2-ylimino)meth-yl)phenyl isobutyrate C(C(C)C)(=O)OC1=C(C=C(C=C1C=NC(CC1=CC=C(C=C1)O)C(CO)=O)Cl)O